Cl.CC1=NC2=CC=CC=C2C(=C1)OC1CCNCC1 2-methyl-4-(piperidin-4-yloxy)quinoline hydrochloride